BrCC=1C=C(C(=C2C=CN(C12)S(=O)(=O)C1=CC=C(C)C=C1)F)F 7-(bromomethyl)-4,5-difluoro-1-tosyl-1H-indole